N1C(=NC=C1)CCCNC1=NC(=NC(=C1)C)NC(=O)NC1=CC2=CC=CC=C2C=C1 1-(4-((3-(1H-imidazol-2-yl)propyl)amino)-6-methylpyrimidin-2-yl)-3-(naphthalen-2-yl)urea